ClC1=C(C(=O)N[C@H](C(=O)OCC2=CC=CC=C2)CNC(=O)N[C@@H]2CCC3=CC=CC=C23)C(=CC(=C1)OCCC1=CC=CC=C1)Cl (S)-benzyl 2-(2,6-dichloro-4-phenethoxybenzamido)-3-(3-((R)-2,3-dihydro-1H-inden-1-yl)ureido)propanoate